ClC1=C(C=CC(=C1)C(=O)OCC)B(O)O 2-CHLORO-4-(ETHOXYCARBONYL)BENZENEBORONIC ACID